O[C@H](CO)C1=CC=CC(=N1)C1=CC2=C(N(CCN(C2)C(=O)OC(C)(C)C)C2=CC=C(C=C2)C(F)(F)F)C=C1 tert-Butyl (S)-7-(6-(1,2-dihydroxyethyl)pyridin-2-yl)-1-(4-(trifluoromethyl) phenyl)-1,2,3,5-tetrahydro-4H-benzo[e][1,4]diazepine-4-carboxylate